C1(NCCO1)=O azabutyrolactone